8-methoxy-2-methyl-6-(4,4,5,5-tetramethyl-1,3,2-dioxaborolan-2-yl)imidazo[1,2-a]pyrazine COC=1C=2N(C=C(N1)B1OC(C(O1)(C)C)(C)C)C=C(N2)C